C1OCC12CNC2 2-oxa6-azaspiro[3.3]heptane